N-(propyl-[2-(2,4,6-trichlorophenoxy)ethyl])Imidazole-1-carboxamide C(CC)C(CNC(=O)N1C=NC=C1)OC1=C(C=C(C=C1Cl)Cl)Cl